oximinoacetate N(O)=CC(=O)[O-]